C(C1=CC=CC=C1)ON1[C@@H]2CC[C@H](N(C1=O)C2)C(NC(=O)C2CCCCC2)=N N-(((2S,5R)-6-(benzyloxy)-7-oxo-1,6-diazabicyclo[3.2.1]octan-2-yl)(imino)methyl)cyclohexanecarboxamide